N-(3-bromobenzyl)-2-oxopropanamide BrC=1C=C(CNC(C(C)=O)=O)C=CC1